The molecule is a gamma-aminobutyric acid (GABA)-based hapten where a 4-substituted benzoyl group is attached to nitrogen. It has a role as a hapten. It is a monocarboxylic acid, a member of cyclohexanols and a N-acyl-gamma-aminobutyric acid. It derives from a gamma-aminobutyric acid. C1C[C@@H]([C@H](C[C@H]1C2=CC=CC=C2)O)C3=CC=C(C=C3)C(=O)NCCCC(=O)O